CN(C(C#C)=O)C N,N-dimethylprop-2-ynamide